C(=CCC)C1=C(C(=C(C=C1)O)C=CCC)C=CCC tributenylphenol